FC=1C(=CC2=C(N=C(S2)C)C1)N 5-fluoro-2-methyl-1,3-benzothiazol-6-amine